F[P-](F)(F)(F)(F)F.C(CC)N1CN(C=C1)C 1-propyl-3-methylimidazole hexafluorophosphate salt